2-chloro-3-(methoxymethoxy)benzaldehyde ClC1=C(C=O)C=CC=C1OCOC